tert-butyl (2-((2R,5S)-4-(5-(7,8-dimethyl-[1,2,4]triazolo[1,5-a]pyridin-6-yl)-6-isopropyl-4H-pyrrolo[3,2-d]thiazol-2-yl)-2,5-dimethylpiperazin-1-yl)-2-oxoethyl)(methyl)carbamate CC1=C(C=2N(C=C1C1=C(C=3N=C(SC3N1)N1C[C@H](N(C[C@@H]1C)C(CN(C(OC(C)(C)C)=O)C)=O)C)C(C)C)N=CN2)C